NC1(CC(C1)(C(=O)[O-])C)C1=CC=C(C=C1)C=1N=C2N(COC3=C2C=NC=C3)C1C1=CC=CC=C1 trans-3-amino-1-methyl-3-[4-(3-phenyl-5H-imidazo[1,2-c]pyrido[3,4-e][1,3]oxazin-2-yl) phenyl]-cyclobutanate